C(CCCCC)NC(CC1=CC(=C(C=C1)O)OC)=O N-hexyl-2-(4-hydroxy-3-methoxyphenyl)acetamide